[N-](S(=O)(=O)C(F)(F)F)S(=O)(=O)C(F)(F)F.C(C)N1C=NC=C1 1-ethylimidazole bistrifluoromethanesulfonimide salt